N=1N(N=CC1)C1=CC=C(C=C1)CN (4-(2H-1,2,3-triazol-2-yl)phenyl)methylamine